BrC=1C=C2[C@H](C3(CCNCC3)CC2=CC1)N[S@](=O)C(C)(C)C (R)-N-((S)-5-bromo-1,3-Dihydrospiro[indene-2,4'-piperidin]-3-yl)-2-methylpropane-2-sulfinamide